OC(COC1=CC(=C(C=C1)C1=NC(=NC(=N1)C1=C(C=C(C=C1)C)C)C1=C(C=C(C=C1)C)C)O)C(CCC)CC 2-[4-[(2-Hydroxy-3-(2-ethyl)hexyl)oxy]-2-hydroxyphenyl]-4,6-bis(2,4-dimethylphenyl)-1,3,5-Triazine